(S)-(1-(3-amino-4-((4-fluorophenyl)carbamoyl)phenyl)piperidin-3-yl)carbamic acid tert-butyl ester C(C)(C)(C)OC(N[C@@H]1CN(CCC1)C1=CC(=C(C=C1)C(NC1=CC=C(C=C1)F)=O)N)=O